C1(=CC=CC=C1)C1C(C(CCC1)C1=CC=CC=C1)C1=CC=CC=C1 1,2,3-triphenylcyclohexane